2-(4-biphenylylcarbonyl)benzoic acid C1(=CC=C(C=C1)C(=O)C1=C(C(=O)O)C=CC=C1)C1=CC=CC=C1